FC1=C(CNC)C(=CC(=C1)F)F 2,4,6-trifluoro-methylbenzylamine